BrC=1C=C(C=NC1)C1CCC2=NNC(N21)=O 5-(5-bromopyridin-3-yl)-2,5,6,7-tetrahydro-3H-pyrrolo[2,1-c][1,2,4]triazol-3-one